9-oxo-3,4,6,7,8,9a-hexahydro-1H-pyrazino[1,2-a]pyrazine-2-carboxamide O=C1NCCN2C1CN(CC2)C(=O)N